1-Bromo-2-fluoro-4-(trifluoromethoxy)benzene BrC1=C(C=C(C=C1)OC(F)(F)F)F